(R)-1'-(5-Amino-1-(2,4-dimethylphenyl)-1H-pyrazole-4-carbonyl)-6-chloro-5-fluorospiro[benzo[d][1,3]oxazine-4,3'-piperidin]-2(1H)-one NC1=C(C=NN1C1=C(C=C(C=C1)C)C)C(=O)N1C[C@@]2(CCC1)C1=C(NC(O2)=O)C=CC(=C1F)Cl